non-2-enoate sodium [Na+].C(C=CCCCCCC)(=O)[O-]